O=C(NCCC)CCOCCOCCOCCOCCNC(CCCC(=O)[O-])=O 5,21-dioxo-8,11,14,17-tetraoxa-4,20-diazapentacosan-25-oate